CN(CCC[C@@]1(OCC2=CC(=CC=C12)C#N)C1=CC=C(C=C1)F)C |r| (±)-1-(3-dimethylaminopropyl)-1-(4-fluorophenyl)-1,3-dihydroisobenzofuran-5-carbonitrile